1,3-bis(2-bromo-4-fluoro-6-methylphenoxy)propane BrC1=C(OCCCOC2=C(C=C(C=C2C)F)Br)C(=CC(=C1)F)C